(S)-6-(3-(2-(4-methyl-4H-1,2,4-triazol-3-yl)propan-2-yl)phenyl)-2-((3-methylpiperidin-1-yl)methyl)-4-(trifluoromethyl)-1,6-dihydro-7H-pyrrolo[2,3-c]pyridin-7-one CN1C(=NN=C1)C(C)(C)C=1C=C(C=CC1)N1C(C2=C(C(=C1)C(F)(F)F)C=C(N2)CN2C[C@H](CCC2)C)=O